FC1=C(C(=CC(=C1F)F)F)[B-](C1=C(C(=C(C=C1F)F)F)F)(C1=C(C(=C(C=C1F)F)F)F)C1=C(C(=C(C=C1F)F)F)F.C[NH+](C(C)(C)C)C Dimethyl-(t-butyl)ammonium tetrakis-(2,3,4,6-tetrafluorophenyl)borate